2-(2-ethoxyphenoxy)ethyl bromide C(C)OC1=C(OCCBr)C=CC=C1